7-methyl-1,2-dihydro-1,5-naphthyridin-2-one CC1=CN=C2C=CC(NC2=C1)=O